(S)-(2-(2-hydroxypropan-2-yl)-4-methyloxazol-5-yl)(4-(4-(trifluoromethyl)benzo[d]thiazol-2-yl)-6,7-dihydro-1H-imidazo[4,5-c]pyridin-5(4H)-yl)methanone OC(C)(C)C=1OC(=C(N1)C)C(=O)N1[C@@H](C2=C(CC1)NC=N2)C=2SC1=C(N2)C(=CC=C1)C(F)(F)F